5h,7h,8h-pyrano(4,3-b)pyridin-2-yl-methanol N1=C2C(=CC=C1CO)COCC2